4-((2S,5R)-4-acryloyl-2,5-dimethylpiperazin-1-yl)-6-chloro-1-(2-isopropyl-4-methylpyridin-3-yl)-7-(2-(methylsulfinyl)phenyl)pyrido[2,3-d]pyrimidin-2(1H)-one C(C=C)(=O)N1C[C@@H](N(C[C@H]1C)C=1C2=C(N(C(N1)=O)C=1C(=NC=CC1C)C(C)C)N=C(C(=C2)Cl)C2=C(C=CC=C2)S(=O)C)C